6,8-dimercapto-n-octanoic acid SC(CCCCC(=O)O)CCS